tert-Butyl 4-(4-(1,4-dimethyl-2-(4-(methylsulfonyl)phenyl)-1H-pyrrolo[3,2-c]pyridin-6-yl)-2,5-difluorophenyl)piperazine-1-carboxylate CN1C(=CC=2C(=NC(=CC21)C2=CC(=C(C=C2F)N2CCN(CC2)C(=O)OC(C)(C)C)F)C)C2=CC=C(C=C2)S(=O)(=O)C